5-[2-(4-Isopropyl-3-methyl-phenylamino)-5-methyl-pyrimidin-4-ylamino]-3H-benzooxazol-2-one C(C)(C)C1=C(C=C(C=C1)NC1=NC=C(C(=N1)NC=1C=CC2=C(NC(O2)=O)C1)C)C